1-(9-butyl-1-methyl-β-carbolin-6-yl)-3-(4-fluorophenyl)thiourea C(CCC)N1C2=CC=C(C=C2C=2C=CN=C(C12)C)NC(=S)NC1=CC=C(C=C1)F